(R)-4-ethynyl-7-methyl-2-((1-methylpyrrolidin-2-yl)methoxy)-7H-pyrrolo[2,3-d]pyrimidine C(#C)C=1C2=C(N=C(N1)OC[C@@H]1N(CCC1)C)N(C=C2)C